N-(5-((6-((R)-3-(2,4-difluorophenyl)isoxazolidine-2-yl)pyrimidine-4-yl)amino)-4-methoxy-2-morpholinophenyl)acrylamide FC1=C(C=CC(=C1)F)[C@@H]1N(OCC1)C1=CC(=NC=N1)NC=1C(=CC(=C(C1)NC(C=C)=O)N1CCOCC1)OC